7-(2-chlorophenyl)-2-oxa-7-azaspiro[4.4]nonane-1,6-dione ClC1=C(C=CC=C1)N1C(C2(CCOC2=O)CC1)=O